COC([C@@H]1N(CCC1)C(C(CS)CC1=CC2=CC=CC=C2C=C1)=O)=O (3-mercapto-2-(naphthalen-2-ylmethyl)propionyl)-D-proline methyl ester